dimyristylether C(CCCCCCCCCCCCC)OCCCCCCCCCCCCCC